N1-(5-Methylpyrazin-2-yl)cyclopentane-1,3-diamine CC=1N=CC(=NC1)NC1CC(CC1)N